8-[(2,2'-binaphthalen)-6-yl]-4-[3-(Dibenzothiophen-4-yl)phenyl]-[1]benzofuro[3,2-d]pyrimidine C1=C(C=CC2=CC(=CC=C12)C=1C=CC2=C(C1)C=1N=CN=C(C1O2)C2=CC(=CC=C2)C2=CC=CC1=C2SC2=C1C=CC=C2)C2=CC1=CC=CC=C1C=C2